methyl 5-(1-methyl-1H-pyrrolo[2,3-c]pyridin-3-yl)-1H-pyrrole-2-carboxylate CN1C=C(C=2C1=CN=CC2)C2=CC=C(N2)C(=O)OC